C(CCCCCCCCC)SSCCOC(CCN(C(CCCCCCCCC(=O)OC(CCCCCC)CCCCCC)CCCCCCCCC(=O)OC(CCCCCC)CCCCCC)CCCN(C)C)=O di(tridecan-7-yl) 10-((3-(2-(decyldisulfaneyl)ethoxy)-3-oxopropyl)(3-(dimethylamino)propyl)amino)nonadecanedioate